FC1=C(C=CC=C1)C1=C(C(=NC=2CN(CCC12)C=1SC(=CN1)C)N1CC2(CN(C2)C(C=C)=O)CC1)C#N 4-(2-fluorophenyl)-7-(5-methyl-1,3-thiazol-2-yl)-2-(2-(2-propenoyl)-2,6-diazaspiro[3.4]octan-6-yl)-5,6,7,8-tetrahydro-1,7-naphthyridine-3-carbonitrile